5-amino-ketovalerate NCCCC(C(=O)[O-])=O